C1=NC=C(C2=CC=CC=C12)N1C(N(C[C@H]1C#N)C1=CC(=NC=C1OC)C(F)(F)F)=O (S)-3-(isoquinolin-4-yl)-1-(5-methoxy-2-(trifluoromethyl)pyridin-4-yl)-2-oxoimidazoline-4-carbonitrile